6-(2-chloro-5-fluoro-pyrimidin-4-yl)-4-fluoro-1-isopropyl-2-methylBenzimidazole ClC1=NC=C(C(=N1)C=1C=C(C2=C(N(C(=N2)C)C(C)C)C1)F)F